ClC1=C(N=C(S1)OC[C@H](C)NS(=O)(=O)C(F)(F)F)C(=O)NC1CC1 5-chloro-N-cyclopropyl-2-[(2S)-2-(trifluoromethylsulfonylamino)propoxy]thiazole-4-carboxamide